1-(5-phenyl-2,3-dihydro-1H-indene-2-carbonyl)indoline-6-sulfonamide C1(=CC=CC=C1)C=1C=C2CC(CC2=CC1)C(=O)N1CCC2=CC=C(C=C12)S(=O)(=O)N